N-decyl-1,3-propanediamine C(CCCCCCCCC)NCCCN